4-(4-methoxy-3-methylphenyl)quinoline COC1=C(C=C(C=C1)C1=CC=NC2=CC=CC=C12)C